ClC1=C(C=2N(C=C1)C=NC2\C=N\S(=O)C(C)(C)C)F (E)-N-((7-chloro-8-fluoroimidazo[1,5-a]pyridin-1-yl)methylene)-2-methylpropane-2-sulfinamide